dicyclohexyl-(2-methylphenyl)phosphine oxide C1(CCCCC1)P(C1=C(C=CC=C1)C)(C1CCCCC1)=O